(3-(3-hydroxyoxetan-3-yl)phenyl)(4-((4-(trifluoromethyl)phenyl)thio)piperidin-1-yl)methanone OC1(COC1)C=1C=C(C=CC1)C(=O)N1CCC(CC1)SC1=CC=C(C=C1)C(F)(F)F